1-(6-(4-chloro-2-(4-(1-methylpiperidin-4-yl)phenyl)-1H-pyrrolo[2,3-b]pyridin-3-yl)indolin-1-yl)prop-2-en-1-one ClC1=C2C(=NC=C1)NC(=C2C2=CC=C1CCN(C1=C2)C(C=C)=O)C2=CC=C(C=C2)C2CCN(CC2)C